N1=C(N=CC=C1)C1=CC=CC=2C3=CC=CC=C3NC12 (pyrimidinyl)carbazole